4-(6-(1-methyl-1H-pyrazol-4-yl)pyrazolo[1,5-a]pyridin-3-yl)piperazine-1-carboxylic acid tert-butyl ester C(C)(C)(C)OC(=O)N1CCN(CC1)C=1C=NN2C1C=CC(=C2)C=2C=NN(C2)C